tert-butyl-2,7-diazaspiro[3.5]nonane-2-carboxylic acid tert-butyl ester C(C)(C)(C)OC(=O)N1C(C2(C1)CCNCC2)C(C)(C)C